(2R,5S)-4-(7-(4-cyanopyridin-2-yl)-5-cyclobutyl-7H-pyrrolo[2,3-d]pyrimidin-4-yl)-2,5-dimethylpiperazine-1-carboxylic acid tert-butyl ester C(C)(C)(C)OC(=O)N1[C@@H](CN([C@H](C1)C)C=1C2=C(N=CN1)N(C=C2C2CCC2)C2=NC=CC(=C2)C#N)C